(1R,5S,6r)-6-((bis(t-butoxycarbonyl)amino)methyl)-3-azabicyclo[3.1.0]hexane-3-carboxylic acid benzyl ester C(C1=CC=CC=C1)OC(=O)N1C[C@H]2C([C@H]2C1)CN(C(=O)OC(C)(C)C)C(=O)OC(C)(C)C